Benzo[1,2-c:4,5-c']dipyrrole-1,3,5,7(2H,6H)-tetrone C1(C2=C(C(N1)=O)C=C1C(C(NC1=O)=O)=C2)=O